COC=1C=C2C(=NC1C1C(CC3=CC=CC=C13)O)C(=NN2)C=2C=NC(=CC2)OC2CCOCC2 (6-methoxy-3-(6-((tetrahydro-2H-pyran-4-yl)oxy)pyridin-3-yl)-1H-pyrazolo[4,3-b]pyridin-5-yl)-2,3-dihydro-1H-inden-2-ol